[Si](C)(C)(C(C)(C)C)O[C@@H](C(=O)OCC1=CC=CC=C1)CC1=CC=C(C=C1)N1CCOCC1 Benzyl (2R)-2-[(tert-butyldimethylsilyl)oxy]-3-[4-(morpholin-4-yl)phenyl]propanoate